ClC1=C(C=CC(=C1)Cl)CC(=O)NC1=CC(=NC=C1)N(C(C)=O)C1=CC(=C(C=C1)F)F N-{4-[2-(2,4-dichlorophenyl)acetamido]pyridin-2-yl}-N-(3,4-difluorophenyl)acetamide